C(C)N1N=C(C=C1C1C2CC(CC12)=O)C=1C=NC=C(C1)C(F)(F)F 6-(1-Ethyl-3-(5-(trifluoromethyl)pyridin-3-yl)-1H-pyrazol-5-yl)bicyclo[3.1.0]hexan-3-one